ClC1=C(C=CC(=C1)Cl)NC1=C(N=C2N1C=C(N=C2)N2CCOCC2)C=2C=CC=1N(C2)C(=NN1)C N-(2,4-dichlorophenyl)-2-(3-methyl-[1,2,4]triazolo[4,3-a]pyridin-6-yl)-6-morpholinoimidazo[1,2-a]pyrazin-3-amine